COC1=C(N=C(N(C1=O)C)NC(C1=NC=CC=C1)C1=CC=CC=C1)C(=O)OCC ethyl 5-methoxy-1-methyl-6-oxo-2-{[phenyl(pyridin-2-yl)methyl]amino}pyrimidine-4-carboxylate